3-bromo-propan-1-one BrCCC=O